5-amino-3-(4-bromophenyl)-1-(3-methylcyclopentyl)pyrazole-4-carbonitrile NC1=C(C(=NN1C1CC(CC1)C)C1=CC=C(C=C1)Br)C#N